(((disulfanediylbis(ethane-2,1-diyl))bis(azanediyl))bis(3-oxopropane-3,1-diyl))bis(2-((tert-butyldimethylsilyl)oxy)-4-hydroxy-3,3-dimethylbutanamide) S(SCCNC(CCC(C(=O)N)(C(CO)(C)C)O[Si](C)(C)C(C)(C)C)=O)CCNC(CCC(C(=O)N)(C(CO)(C)C)O[Si](C)(C)C(C)(C)C)=O